C1=CC=CC=2C3=CC=CC=C3C(C12)CN(C(O)=O)CC=1C=NC=C(C1SC1=NC=CC=C1C=O)Cl.ClC=1C(=C(C=CC1)NC1=C(C(=O)NC2=CC=C(C=C2)N2CCNCC2)C=C(C=C1)OC)C 2-((3-chloro-2-methylphenyl)amino)-5-methoxy-N-(4-(piperazin-1-yl)phenyl)benzamide (9H-Fluoren-9-yl)methyl-((5-chloro-4-((3-formylpyridin-2-yl)thio)pyridin-3-yl)methyl)carbamate